ClC1=CC=C(C=C1)CNC(=O)NC1=CC=C(C=C1)CNC(=O)C1=CC(=NC=C1)C {[(4-chlorophenyl)methyl]amino}-N-(4-{[(2-methyl(4-pyridyl))carbonylamino]methyl}phenyl)carboxamide